FC1=C(C=CC=C1)C1=CNC=2N=C(N=C(C21)OC)NC2=CC=C(C=C2)CN2CCN(CC2)C 5-(2-fluorophenyl)-4-methoxy-N-(4-((4-methylpiperazin-1-yl)methyl)phenyl)-7H-pyrrolo[2,3-d]pyrimidin-2-amine